C1([C@H](O)[C@H](O)[C@H](O1)CO)N (ribosyl)amine